ClC1=CC=2C3=C(NC2C=C1)CCN(C3)CCC(=O)NC(NC)=O 3-(8-chloro-1,3,4,5-tetrahydro-2H-pyrido[4,3-b]indol-2-yl)-N-(methylcarbamoyl)propanamide